(2S,4S)-4-(4-(3-acetylamino-1H-indazol-6-yl)-1H-1,2,3-triazol-1-yl)-N-(2,4-dichlorophenyl)pyrrolidine-2-carboxamide C(C)(=O)NC1=NNC2=CC(=CC=C12)C=1N=NN(C1)[C@H]1C[C@H](NC1)C(=O)NC1=C(C=C(C=C1)Cl)Cl